2-(2,6-difluorophenyl)-4,4,5,5-tetramethyl-1,3,2-dioxaborolan FC1=C(C(=CC=C1)F)B1OC(C(O1)(C)C)(C)C